C(#N)C=1C(C(=C(NC1CCC1=CC=C(C=C1)F)CC(C)C)C(=O)N)C=1SC(=CC1)C(NCC1=CC(=C(C=C1)F)F)=O 5-cyano-4-(5-((3,4-difluorobenzyl)carbamoyl)thiophen-2-yl)-6-(4-fluorophenethyl)-2-isobutyl-1,4-dihydropyridine-3-carboxamide